5-amino-2-(trifluoromethyl)-1H-benzo[d]Imidazole-7-carboxylic acid NC1=CC2=C(NC(=N2)C(F)(F)F)C(=C1)C(=O)O